C(C#CC)(=O)N1[C@@H](C[C@H](CC1)N1N=NC=2C(=NC=3C(=C(C(=CC3C21)Cl)C=2C=CC(=C1C=CC=NC21)F)Cl)N2CC(C2)N(C)C)CC#N 2-((2S,4S)-1-(but-2-ynoyl)-4-(6,8-dichloro-4-(3-(dimethylamino)azetidin-1-yl)-7-(5-fluoroquinolin-8-yl)-1H-[1,2,3]triazolo[4,5-c]quinolin-1-yl)piperidin-2-yl)acetonitrile